C[C@H](CCC(C(C)CO)O)[C@H]1CC[C@@H]2[C@@]1([C@H](C[C@H]3[C@H]2[C@@H](C[C@H]4[C@@]3(CC[C@H](C4)O)C)O)O)C The molecule is a 3alpha-hydroxy steroid, a 7alpha-hydroxy steroid, a 12alpha-hydroxy steroid, a 24-hydroxy steroid and a 26-hydroxy steroid. It has a role as a bile acid metabolite. It derives from a hydride of a 5beta-cholestane.